2-chloro-N,3-diphenylpropionamide ClC(C(=O)NC1=CC=CC=C1)CC1=CC=CC=C1